2-(1-((tert-butoxycarbonyl)amino)cyclobutyl)acetic acid C(C)(C)(C)OC(=O)NC1(CCC1)CC(=O)O